3-(5-mercapto-4-(M-tolyl)-4H-1,2,4-triazol-3-yl)propan-1-ol SC=1N(C(=NN1)CCCO)C=1C=C(C=CC1)C